4-(4-methoxy-1-methyl-1H-thieno[3',2':3,4]benzo[1,2-d]imidazol-7-yl)-4-oxobutanoic acid ethyl ester C(C)OC(CCC(=O)C1=CC2=C(C=C(C=3N=CN(C32)C)OC)S1)=O